1-Carboxy-N-(carboxymethyl)-N-(2-methoxy-4-(1,2,4,5-tetrazin-3-yl)benzyl)methanaminium 2,2,2-trifluoroacetate FC(C(=O)[O-])(F)F.C(=O)(O)C[NH+](CC1=C(C=C(C=C1)C=1N=NC=NN1)OC)CC(=O)O